tert-butyl 5-[5-cyclopropaneamido-1-methylpyrrolo[2,3-c]pyridin-2-yl]-4-methyl-2,3-dihydroindole-1-carboxylate C1(CC1)C(=O)NC=1C=C2C(=CN1)N(C(=C2)C=2C(=C1CCN(C1=CC2)C(=O)OC(C)(C)C)C)C